C(C1=CC=C(C(=O)[O-])C=C1)(=O)OCC.[Na+] Sodium mono-ETHYL TEREPHTHALATE